C(C)SSC1=NC=C(C=C1)[N+](=O)[O-] 2-(ethyldisulfanyl)-5-nitropyridine